2-amino-3-phenylpropane-1-sulfonamide hydrochloride Cl.NC(CS(=O)(=O)N)CC1=CC=CC=C1